C(C)OC(=O)C1=C(SC(=C1C)NC)N 2-amino-5-methylamino-4-methyl-3-thiophenecarboxylic acid ethyl ester